ClCCCCCCC/C=C/CC (3E)-11-chloro-3-undecene